(1-((4-methoxyphenyl)(methyl)amino)-1-oxo-3-phenylpropan-2-yl)carbamic acid tert-butyl ester C(C)(C)(C)OC(NC(C(=O)N(C)C1=CC=C(C=C1)OC)CC1=CC=CC=C1)=O